C(C)(C)(C)OC(=O)N(CCCC(C(=O)OC)C)C1CCC(CC1)(F)F Methyl 5-((tert-butoxycarbonyl)(4,4-difluorocyclohexyl)amino)-2-methylpentanoate